FC1=CC=C(C=C1)C1=NN2C(CN(C[C@H]2CC=O)C(=O)OC(C)(C)C)=C1C1=CC=NC=C1 |r| tert-butyl (RS)-2-(4-fluorophenyl)-7-(2-oxoethyl)-3-(pyridin-4-yl)-6,7-dihydropyrazolo[1,5-a]pyrazine-5(4H)-carboxylate